ClC=1C=C(C=CC1F)NC1=NC2=C(C=CC=C2C(=N1)N[C@H](C)C1CC1)CNC (R)-N2-(3-chloro-4-fluorophenyl)-N4-(1-cyclopropylethyl)-8-((methylamino)methyl)quinazoline-2,4-diamine